(S)-2-(4'-((4-((4-(4-aminopyrimidin-2-yl)-1-methyl-1H-pyrazol-5-yl)oxy)butan-2-yl)amino)-6'-chloro-3-fluoro-[2,3'-bipyridin]-5-yl)propan-2-ol NC1=NC(=NC=C1)C=1C=NN(C1OCC[C@H](C)NC1=C(C=NC(=C1)Cl)C1=NC=C(C=C1F)C(C)(C)O)C